CC(C(=O)O)(CC(N1CCC(CC1)COC=1C=NC(=CC1)C1=CC=NN1)=O)C 2,2-Dimethyl-4-oxo-4-[4-[[6-(1H-pyrazol-5-yl)-3-pyridinyl]oxymethyl]-1-piperidinyl]butanoic Acid